2,2'-diethoxy-2,2'-azopropane C(C)OC(C)(C)N=NC(C)(C)OCC